C(#N)[C@H](CC=1C(NC2=CC=NC=C2C1)=O)NC(=O)[C@@H]1[C@H]2C([C@H]2CN1C([C@H](C(C)(C)C)NS(=O)(=O)C)=O)(C)C (1R,2S,5S)-N-((S)-1-Cyano-2-(2-oxo-1,2-dihydro-1,6-naphthyridin-3-yl)ethyl)-3-((S)-3,3-dimethyl-2-(methylsulfonamido)butanoyl)-6,6-dimethyl-3-azabicyclo[3.1.0]hexane-2-carboxamide